CN1N=C(C(=C1C)O)C1=CC(=CC=C1)SC1=CC=CC=C1 1,5-Dimethyl-3-(3-(phenylthio)phenyl)-pyrazol-4-ol